C1CCC[N+]12CCCC2 5-azoniaspiro[4.4]nonane